3-((3-(Cyanomethyl)-5-methoxyphenyl)amino)-6-ethyl-5-((tetrahydro-2H-pyran-4-yl)amino)pyrazine-2-carboxamide C(#N)CC=1C=C(C=C(C1)OC)NC=1C(=NC(=C(N1)NC1CCOCC1)CC)C(=O)N